ClC(C1=NC=NC(=N1)C(Cl)(Cl)Cl)(Cl)Cl (E)-4,6-bis(trichloromethyl)-1,3,5-triazine